bis(2,6-di-tert-butyl-4-ethylphenyl)pentaerythritol diphosphite OP(O)OP(O)O.C(C)(C)(C)C1=C(C(=CC(=C1)CC)C(C)(C)C)C(O)(C(CO)(CO)CO)C1=C(C=C(C=C1C(C)(C)C)CC)C(C)(C)C